1-(2-(trifluoromethoxy)ethyl)piperazine dihydrochloride Cl.Cl.FC(OCCN1CCNCC1)(F)F